I[SiH]1C[SiH2]C1 1-iodo-1,3-disilacyclobutane